Cl.OC1(CN(C1)C(=O)C1=C(C(=C(C=C1)F)F)F)[C@H]1NCCCC1 ((S)-3-hydroxy-3-piperidin-2-yl-azetidin-1-yl)-(2,3,4-trifluoro-phenyl)-methanone hydrochloride